[1,1'-Biphenyl]-4-sulfonic acid C1(=CC=C(C=C1)S(=O)(=O)O)C1=CC=CC=C1